BrC=1N=C(SC1)C1=NC(=NC=C1C(=O)N)OC (4-bromothiazol-2-yl)-2-methoxypyrimidine-5-carboxamide